COC1=C2C(CC(OC2=CC=C1)C1=CC=CC=C1)=O 5-Methoxyflavanone